2,4-dihydroxy-5-isopropyl-N-methyl-N-(4-(methylcarbamoyl)benzyl)benzamide OC1=C(C(=O)N(CC2=CC=C(C=C2)C(NC)=O)C)C=C(C(=C1)O)C(C)C